O[C@@]1(C(N(CC1)C)=O)C1=CC(=NO1)C=1C=C(C=CC1)C=1SC(=C(N1)C(=O)N)CN1CCCC1 (R)-2-(3-(5-(3-hydroxy-1-methyl-2-oxopyrrolidin-3-yl)isoxazol-3-yl)phenyl)-5-(pyrrolidin-1-ylmethyl)thiazole-4-carboxamide